NC1=CC=C(OCCCCCCOC2=CC=C(N)C=C2)C=C1 4-[6-(4-aminophenoxy)hexyloxy]aniline